benzyl (((di-tert-butoxyphosphoryl)oxy)methyl) glutarate C(CCCC(=O)OCOP(=O)(OC(C)(C)C)OC(C)(C)C)(=O)OCC1=CC=CC=C1